FC1=CC2=C(N(C(N2CC2=CC=C(C=C2)CC(=O)OC)=O)C(=O)OC(C)(C)C)C=C1 tert-butyl 5-fluoro-3-(4-(2-methoxy-2-oxoethyl)benzyl)-2-oxo-2,3-dihydro-1H-benzo[d]imidazole-1-carboxylate